Methyl 4-[[2-(4-tert-butyl-2-chloro-5-methoxy-phenyl)acetyl]amino]pyridine-2-carboxylate C(C)(C)(C)C1=CC(=C(C=C1OC)CC(=O)NC1=CC(=NC=C1)C(=O)OC)Cl